CC=1N=C(C2=C(N1)C1=C(O2)C=CC=C1)N1[C@@H](C[C@@H](C1)CC(NC1=CC=C(C=C1)C=1C=NC=CC1)=O)C(=O)O (2S,4R)-1-(2-methylbenzofuro[3,2-d]pyrimidin-4-yl)-4-(2-oxo-2-((4-(pyridin-3-yl)phenyl)amino)ethyl)pyrrolidine-2-carboxylic acid